Racemic-6-(3-(3-((1-(2-bromophenyl)ethyl)sulfonyl)propanoyl)-3,8-diazabicyclo[3.2.1]octan-8-yl)nicotinonitrile BrC1=C(C=CC=C1)C(C)S(=O)(=O)CCC(=O)N1CC2CCC(C1)N2C2=NC=C(C#N)C=C2